ClC=1C=C(CNC(OC(C)(C)C)=O)C=C(C1)C1=C2CN(C(C2=CC=C1)=O)C1C(NC(CC1)=O)=O tert-Butyl (3-chloro-5-(2-(2,6-dioxopiperidin-3-yl)-1-oxoisoindolin-4-yl)benzyl)carbamate